C(C)NC(=O)N1[C@H]([C@@H](CCC1)NS(=O)(=O)C)CO[C@@H]1CC[C@@H](CC1)C1=CC(=CC=C1)F trans-N-ethyl-2-(((cis-4-(3-fluorophenyl)cyclohexyl)oxy)-methyl)-3-((methylsulfonyl)amino)piperidine-1-carboxamide